(R)-7-bromo-N-(4-(chlorodifluoromethoxy)phenyl)-2-(bisFluoromethyl)-1-(1-fluoropropan-2-yl)-1H-benzo[d]Imidazole-5-carboxamide BrC1=CC(=CC2=C1N(C(=N2)C(F)F)[C@@H](CF)C)C(=O)NC2=CC=C(C=C2)OC(F)(F)Cl